2-[2-(2-methylprop-2-enoyloxy)ethylcarbamoylamino]butanoic acid, sodium salt [Na+].CC(C(=O)OCCNC(=O)NC(C(=O)[O-])CC)=C